FC(OC1=CC=C(C=C1)C=1C=C(N=NC1)NC1=NC(=NC=C1)N1C[C@H](O[C@H](C1)C)C)F 5-(4-(difluoromethoxy)phenyl)-N-(2-((2R,6S)-2,6-dimethylmorpholino)pyrimidin-4-yl)pyridazin-3-amine